2'-(ethoxymethyl)-N-(Propylcarbamoyl)-[1,1'-biphenyl]-2-sulfonamide C(C)OCC1=C(C=CC=C1)C=1C(=CC=CC1)S(=O)(=O)NC(NCCC)=O